BrC=1C=C(C(=NC1)N)O[C@H](C)C1=C(C=CC(=C1)F)I 5-bromo-3-[(1R)-1-(5-fluoro-2-iodophenyl)ethoxy]pyridin-2-amine